C12(CC1)COC1=CC=CC=C1C2=NO spiro[chroman-3,1'-cyclopropane]-4-one oxime